NC(CC=1C=C(SC1)[C@@H](C)NC(OC(C)(C)C)=O)=S tert-butyl (R)-(1-(4-(2-amino-2-thioxoethyl)thiophen-2-yl)ethyl)carbamate